CC1=CC([C@H]2C([C@@H]1C2)(C)C)=O (1R)-cis-4,6,6-Trimethylbicyclo[3.1.1]hept-3-en-2-one